5-mercapto-N,N-dimethylthiophene-2-sulfonamide SC1=CC=C(S1)S(=O)(=O)N(C)C